ClC1=CC=C(C(=N1)C(=O)NS(=O)(=O)C)N[C@H](C)C1=NC(=CC2=C1N=C(N(C2=O)C)C2=CC1=CN(N=C1C=C2)C)C (R)-6-chloro-3-((1-(3,6-dimethyl-2-(2-methyl-2H-indazol-5-yl)-4-oxo-3,4-dihydropyrido[3,4-d]pyrimidin-8-yl)ethyl)amino)-N-(methylsulfonyl)picolinamide